CC1(C(C1)CCCCCC=O)C 6-(2,2-dimethylcyclopropyl)hexanal